C(CCC\C=C/CC)OC(CCC(=O)OCCCCCCCCBr)OCCCC\C=C/CC 8-bromooctyl 4,4-bis(((Z)-oct-5-en-1-yl)oxy)butanoate